C(CCCCCCCCCCCCC)(=O)OCC1=CC=C(O1)CS(=O)(=O)O.FC1CN(C1)C(=O)NC1=CC(=C(C=C1)F)N1N=C2N=CC(=CC2=C1)N1CCNCC1 3-fluoro-N-{4-fluoro-3-[5-(piperazin-1-yl)-2H-pyrazolo[3,4-b]pyridin-2-yl]phenyl}azetidine-1-carboxamide (5-((Tetradecanoyloxy)methyl)furan-2-yl)methanesulfonate